C1(CC1)C(C1=NC=CC(=C1)C1=NC2=CC(=NC=C2S1)NC1=NC(=NC(=C1)C)N1[C@@H]2CN([C@H](C1)C2)CCO)O 2-[(1S,4S)-5-(4-{2-[2-(cyclopropylhydroxymethyl)-4-pyridyl]-3-thia-1,5-diaza-6-indenylamino}-6-methyl-2-pyrimidinyl)-2,5-diazabicyclo[2.2.1]hept-2-yl]ethanol